N=C1SC(C(N1)=O)CC(=O)NC=1SC(=C(C1)C)C 2-(2-(2-Imino-4-oxo-thiazolidin-5-yl)-acetylamino)-4,5-dimethyl-thiophen